4-hydroxy-5-(((R)-6'-hydroxy-2',4',6'-trimethyl-7'-oxo-6',7'-dihydrospiro[cyclopropane-1,5'-inden]-3'-yl)methyl)cyclohexane-1,3-dicarbaldehyde OC1C(CC(CC1CC1=C(C=C2C([C@](C3(C(=C12)C)CC3)(C)O)=O)C)C=O)C=O